Germanium oxalat C(C(=O)[O-])(=O)[O-].[Ge+2]